ClC=1C(=C(C=CC1F)C1=NC2=C(N1C(C(=O)NC1CCCCC1)C1CCCCC1)C=CC=C2)F 2-[2-(3-chloro-2,4-difluoro-phenyl)-benzimidazol-1-yl]-2,N-dicyclohexyl-acetamide